(3R,4s,5R)-3-(3,4-difluoro-2-methoxyphenyl)-4-ethoxy-5-methyl-5-(trifluoromethyl)dihydrofuran-2(3H)-one FC=1C(=C(C=CC1F)[C@H]1C(O[C@]([C@H]1OCC)(C(F)(F)F)C)=O)OC